CC1(C2=CC=CC=C2N(C=2C=CC=CC12)C1=CC2=C(C3=NC4=CC(=C(C=C4N=C3C3=C2C=C(C=C3)N3C=2C=CC=CC2C(C2=CC=CC=C32)(C)C)F)F)C=C1)C 3,6-bis(9,9-dimethylacridine-10-yl)-11,12-difluorodibenzo[a,c]phenazine